CC(=CC[C@H](COC(CC(C)C)=O)C(=C)C)C.CN(C(C(O)C)=O)C N,N-Dimethyl-lactamide (S)-5-methyl-2-(prop-1-en-2-yl)-hex-4-enyl-3-methylbutanoate